6-[4-[3-(dimethylamino)-1-piperidinyl]-5,6-difluoro-8-(methylamino)-9H-pyrido[2,3-b]indol-3-yl]-1-methyl-4-oxo-1,8-naphthyridine-3-carboxylic acid CN(C1CN(CCC1)C1=C(C=NC=2NC3=C(C=C(C(=C3C21)F)F)NC)C=2C=C1C(C(=CN(C1=NC2)C)C(=O)O)=O)C